[Si](C)(C)(C(C)(C)C)OC1CC(CC1)OC1=NN=C(S1)CC(=O)C=1C=NC(=CC1C1=CC(=NC=C1OC)Cl)C 2-(5-((3-((tert-butyldimethylsilyl)oxy)cyclopentyl)oxy)-1,3,4-thiadiazol-2-yl)-1-(2'-chloro-5'-methoxy-6-methyl-(4,4'-bipyridin)-3-yl)ethan-1-one